O1-tert-butyl O3-methyl 3-allylpyrrolidine-1,3-dicarboxylate C(C=C)C1(CN(CC1)C(=O)OC(C)(C)C)C(=O)OC